N-methyl-N-((1-(6-(trifluoromethyl)pyridin-3-yl)-1H-tetrazol-5-yl)methyl)cyclohexanamine CN(C1CCCCC1)CC1=NN=NN1C=1C=NC(=CC1)C(F)(F)F